COC=1C(=NC(=CC1)CCCCCC1=CC=CC=C1)C=NO 3-methoxy-6-(5-phenylpentyl)pyridinealdoxime